2-methyl-1,5-bismaleimidobenzene CC1=C(C=C(C=C1)N1C(C=CC1=O)=O)N1C(C=CC1=O)=O